ClC1=C(C=C(C=C1)F)C1NC(C2=C1C(=CC1=C(N(N=C21)C)C(C(F)(F)F)O[Si](C)(C)C)C2=C(C(=O)N)C=C(C=C2F)C(F)(F)F)=O (6-(2-chloro-5-fluorophenyl)-2-methyl-8-oxo-3-(2,2,2-trifluoro-1-((trimethylsilyl)oxy)ethyl)-2,6,7,8-tetrahydropyrrolo[3,4-g]indazol-5-yl)-3-fluoro-5-(trifluoromethyl)benzamide